((3-(3-Phenylpropiolamido)-5-(trifluoromethyl)-phenyl)carbamoyl)(3-(pyridin-2-ylmethyl)-1,2,3-oxadiazol-3-ium-5-yl)amide C1(=CC=CC=C1)C#CC(=O)NC=1C=C(C=C(C1)C(F)(F)F)NC(=O)[N-]C1=C[N+](=NO1)CC1=NC=CC=C1